FC(C1=C(C=C(C(=C1)N)O)C1=C(C=C(C(=C1)O)N)C(F)(F)F)(F)F 2,2'-bis(trifluoromethyl)-5,5'-dihydroxy-4,4'-diaminobiphenyl